BrC1=CSC2=C1C(NC=C2)=O 3-bromo-5H-thieno[3,2-c]pyridin-4-one